COC=1C=C(C(=O)NC2CC(C2)N(CC2CCNCC2)C)C=CC1 3-methoxy-N-(3-(methyl-(piperidin-4-ylmethyl)amino)cyclobutyl)benzamide